N-(3-chloro-4-(oxazol-5-yl)phenyl)-7-fluorochromane-3-carboxamide ClC=1C=C(C=CC1C1=CN=CO1)NC(=O)C1COC2=CC(=CC=C2C1)F